1-(2-chloro-4-hydroxyphenyl)-3-(3-(trifluoromethyl)phenyl)urea ClC1=C(C=CC(=C1)O)NC(=O)NC1=CC(=CC=C1)C(F)(F)F